C(C1=CC=CC=C1)OC1=NC(=CC=C1C1=NN(C2=CC(=CC=C12)C1CCC(CC1)CC(=O)O)C)OCC1=CC=CC=C1 2-((1R,4R)-4-(3-(2,6-bis(benzyloxy)pyridin-3-yl)-1-methyl-1H-indazol-6-yl)cyclohexyl)acetic acid